OC(CN([C@@H](CO)C(=O)O)C)(C)C (2-hydroxy-2-methylpropyl)-N-methyl-L-serine